C(C)(C)OC=1C=CC(=NC1)C1=NNC(=N1)N 3-(5-isopropoxypyridin-2-yl)-1H-1,2,4-triazol-5-amine